C12C(CC(C=C1)C2)CCC2C1C=CC(C2)C1 1,2-di(bicyclo[2.2.1]hept-5-en-2-yl)ethane